tert-butyl (E)-3-(2-oxo-2-(2-(trifluoromethyl)phenyl)ethylidene)piperidine-1-carboxylate O=C(\C=C/1\CN(CCC1)C(=O)OC(C)(C)C)C1=C(C=CC=C1)C(F)(F)F